Pivalic acid 1-((((2,5-dioxopyrrolidin-1-yl) oxy) carbonyl) oxy)-2-methylpropyl ester O=C1N(C(CC1)=O)OC(=O)OC(C(C)C)OC(C(C)(C)C)=O